tert-Butyl 7-[4-[(5-Cyclopentyl-1H-pyrazol-3-yl)amino]pyrimidin-2-yl]-2,7-diazaspiro[3.4]octane-2-carboxylate C1(CCCC1)C1=CC(=NN1)NC1=NC(=NC=C1)N1CCC2(CN(C2)C(=O)OC(C)(C)C)C1